S1CC(C1)SCCSC(CSCCSC1CSC1)CSC1CSC1 1,8-bis(3-thietanylthio)-4-(3-thietanylthiomethyl)-3,6-dithiaoctane